N1C=C(C2=CC=CC=C12)C=1C=C(SC1)C(C(=O)NO)CC=O (4-(1H-indol-3-yl)thiophen-2-yl)-N-hydroxy-4-oxobutanamide